tert-butyl (4-((5-(1-ethyl-6-methyl-1H-pyrazolo[3,4-b]pyridin-4-yl)-3-methyl-4,5,6,7-tetrahydro-1H-pyrazolo[4,3-c]pyridin-1-yl)methyl) bicyclo[2.2.2]octan-1-yl)carbamate C(C)N1N=CC=2C1=NC(=CC2N2CC1=C(CC2)N(N=C1C)CC12CCC(CC1)(CC2)NC(OC(C)(C)C)=O)C